perfluoroazidobenzyl methacrylate C(C(=C)C)(=O)OC(C1=C(C(=C(C(=C1F)F)F)F)F)(N=[N+]=[N-])F